(4-(6-(3,5-dimethylisoxazol-4-yl)-4-(2-phenylpiperidin-1-yl)quinazoline-2-yl)piperazin-1-yl)-N,N-dimethylethylamine CC1=NOC(=C1C=1C=C2C(=NC(=NC2=CC1)N1CCN(CC1)C(C)N(C)C)N1C(CCCC1)C1=CC=CC=C1)C